2-(3-(2-Methoxyethyl)-4-((1-(methylsulfonyl)piperidin-4-yl)methoxy)benzyl)isoindoline COCCC=1C=C(CN2CC3=CC=CC=C3C2)C=CC1OCC1CCN(CC1)S(=O)(=O)C